FC1=C(C=CC=C1)C1=CC=CC=C1 2'-fluoro[biphenyl]